C(N)(=O)[C@H]1N2C(N([C@H](CC1)C2)OS(=O)(=O)OC2(C1(CC3CC(CC2C3)C1)C(=O)[O-])CC(C)(C)C)=O (((((1R,2S,5R)-2-carbamoyl-7-oxo-1,6-diazabicyclo[3.2.1]octan-6-yl) oxy) sulfonyl) oxy)-2,2-dimethylpropyladamantane-1-carboxylate